CNC1=CC=CC=C1C(=O)NCCC2=CC=CC=C2 2-(methylamino)-N-phenethylbenzamide